(5R)-N-(1-((2-Amino-2-oxoethyl)amino)-2-(4-ethylphenyl)-1-oxobutan-2-yl)-7,7-dimethyl-5-phenyl-4,5,6,7-tetrahydropyrazolo[1,5-a]pyrimidine-3-carboxamide NC(CNC(C(CC)(C1=CC=C(C=C1)CC)NC(=O)C=1C=NN2C1N[C@H](CC2(C)C)C2=CC=CC=C2)=O)=O